COC1=C(C=CC(=C1)N1CCCCC1)NC=O N-(2-methoxy-4-(piperidin-1-yl)phenyl)formamide